COC1=CC=C(C=C1)CN1C(C(=CC1=O)C(C(F)(F)F)(C)C)=O 1-[(4-methoxyphenyl)methyl]-3-(1,1,1-trifluoro-2-methylpropan-2-yl)pyrrole-2,5-dione